C(C)(C)(C)C=1C=C(C=C(C1O)C(C)(C)C)CC1=C(C(=C(C(=C1C)CC1=CC(=C(C(=C1)C(C)(C)C)O)C(C)(C)C)C)CC1=CC(=C(C(=C1)C(C)(C)C)O)C(C)(C)C)C 1,3,5-tris(3,5-di-t-butyl-4-hydroxyphenylmethyl)-2,4,6-trimethylbenzene